[Ta].[Mg].[Zr].[Ba] barium-zirconium-magnesium-tantalum